2-hydroxy-4-(methylthio)-butanoic acid OC(C(=O)O)CCSC